methyl 4-((2,4-dimethoxybenzyl) amino)-7-fluoroimidazo[1,5-a]quinoxaline-8-carboxylate COC1=C(CNC=2C=3N(C4=CC(=C(C=C4N2)F)C(=O)OC)C=NC3)C=CC(=C1)OC